4-((2-(azetidin-1-ylmethyl)-6-fluorobenzyl)amino)-3-chloro-2-fluoro-N-(thiazol-4-yl)benzenesulfonamide tert-butyl-N-[1-(1-fluorocyclopropyl)-3-hydroxypropan-2-yl]carbamate C(C)(C)(C)OC(NC(CC1(CC1)F)CO)=O.N1(CCC1)CC1=C(CNC2=C(C(=C(C=C2)S(=O)(=O)NC=2N=CSC2)F)Cl)C(=CC=C1)F